C(C1=CC=CC=C1)N1C(C(C2=CC=CC=C12)O)=O 1-benzyl-3-hydroxyindol-2-one